ClC=1C=C(C(=NC1)N1C(C(N(C(C1)=O)CC1=CC=C(C=C1)C(F)(F)F)CNC(C)=O)=O)F N-((4-(5-chloro-3-fluoro-pyridin-2-yl)-3,6-dioxo-1-(4-(trifluoromethyl)-benzyl)piperazin-2-yl)-methyl)acetamide